tert-butyl (2R,5S)-4-benzyl-5-(((R)-3-(methoxymethyl) morpholino) methyl)-2-methylpiperazine-1-carboxylate C(C1=CC=CC=C1)N1C[C@H](N(C[C@@H]1CN1[C@@H](COCC1)COC)C(=O)OC(C)(C)C)C